ethyl 3-methyl-2-[3-(6-oxo-2-azaspiro[3.3]heptan-2-yl)isoxazol-5-yl]butanoate CC(C(C(=O)OCC)C1=CC(=NO1)N1CC2(C1)CC(C2)=O)C